6-((1H-indazol-4-yl)methyl)-4-methyl-2-(methylsulfinyl)-4,6-dihydro-5H-thiazolo[5',4':4,5]pyrrolo[2,3-d]pyridazin-5-one N1N=CC2=C(C=CC=C12)CN1N=CC2=C(C1=O)N(C1=C2SC(=N1)S(=O)C)C